C(CCCCC(=O)O)(=O)O.[N+](=O)([O-])C1=C(C=CC=C1)N1C(=CC=C1)C=CC=NN\C(=N\[H])\N (E)-N-[1-(2-nitrophenyl)-1H-pyrrole-2-yl-allylideneamino]-guanidine adipic acid salt